(R)-N-(5-(2-(3-fluorophenyl)pyrrolidin-1-yl)pyrazolo[1,5-a]pyrimidin-3-yl)-1H-pyrazole-3-carboxamide FC=1C=C(C=CC1)[C@@H]1N(CCC1)C1=NC=2N(C=C1)N=CC2NC(=O)C2=NNC=C2